N[C@H]1CC[C@@H](N(C1)C(=O)OCC1=CC=CC=C1)C benzyl (2S,5S)-5-amino-2-methyl-piperidine-1-carboxylate